3-fluoro-6-[(methylcyclopropyl)oxy]benzene-1-carbonitrile FC=1C=C(C(=CC1)OC1(CC1)C)C#N